1,2-dimethylpyrrolidine CN1C(CCC1)C